C(C)S(=O)(=O)C1=CC=C(C=C1)C=1C=NN(C1)C=1C=CC(N(C1)CCC)=O 5-(4-(4-(ethylsulfonyl)phenyl)-1H-pyrazol-1-yl)-1-propylpyridin-2(1H)-one